O1C(COCC1)CN(C1CCC(CC1)N(C1=CC(N(C=2C=CC(=NC12)C#N)C)=O)C)C1=CC2=C(OCCO2)C=C1 8-((4-(((1,4-dioxan-2-yl)methyl)(2,3-dihydrobenzo[b][1,4]dioxin-6-yl)amino)cyclohexyl)(methyl)amino)-5-methyl-6-oxo-5,6-dihydro-1,5-naphthyridine-2-carbonitrile